N-(4-hydroxy-1-methylcyclohexyl)-3-(1H-imidazol-1-yl)benzamide OC1CCC(CC1)(C)NC(C1=CC(=CC=C1)N1C=NC=C1)=O